(5,6,7,8-tetrahydroimidazo[1,2-a]pyridin-6-yl)methanamine N=1C=CN2C1CCC(C2)CN